3-chloro-5-sulfanyl-benzoic acid ClC=1C=C(C(=O)O)C=C(C1)S